6-(pyridin-4-yl)-1,3,5-triazin-2-amine N1=CC=C(C=C1)C1=NC=NC(=N1)N